2-chloro-2',4',5',6'-tetrahydro-5H-spiro[furo[3,4-d]pyrimidin-7,3'-pyran]-5-ol ClC=1N=CC2=C(N1)C1(COCCC1)OC2O